O1C[C@@H]([C@H]2[C@@H]1OCC2)O (3R,3aS,6aR)-hexahydrofuro[2,3-b]-furan-3-ol